COC1=CC=C(OC2=CC=C(C=C2)NC(CSC=2NC=C(N2)C(=O)OCC)=O)C=C1 ethyl 2-((2-((4-(4-methoxyphenoxy) phenyl) amino)-2-oxoethyl) thio)-1H-imidazole-4-carboxylate